N1C(=NC2=C1C=CC=C2)C(C2=C(C=CC(=C2)F)O)N2C(C1=CC=CC=C1C2)=O ((1H-benzo[d]imidazol-2-yl)(5-fluoro-2-hydroxyphenyl)methyl)isoindolin-1-one